2-chloro-8-(propan-2-yl)imidazo[1,2-b]pyridazine-7-carboxylic acid ethyl ester C(C)OC(=O)C1=C(C=2N(N=C1)C=C(N2)Cl)C(C)C